[Si](C1=CC=CC=C1)(C1=CC=CC=C1)(C(C)(C)C)O[C@H]1[C@@](COC1)(C)N1CCC(CC1)C=1C=C2C=C(N=CC2=CC1Cl)NC(=O)C1CCC(CC1)OC (3S,4S)-N-(6-(1-(4-((tert-butyldiphenylsilyl)oxy)-3-methyltetrahydrofuran-3-yl)piperidin-4-yl)-7-chloroisoquinolin-3-yl)-4-methoxycyclohexane-1-carboxamide